N-[2-(3,4-dihydroxyphenyl)-2-hydroxyethyl]acetamide OC=1C=C(C=CC1O)C(CNC(C)=O)O